5-[(3aR,7aR)-octahydro-1H-pyrrolo[2,3-c]pyridine-6-carbonyl]-2-[1-(cyclopropylmethyl)-1H-pyrrolo[2,3-b]pyridin-2-yl]-7-(difluoromethoxy)-1-methyl-1H-1,3-benzodiazole hydrochloride Cl.N1CC[C@H]2[C@@H]1CN(CC2)C(=O)C2=CC1=C(N(C(=N1)C1=CC=3C(=NC=CC3)N1CC1CC1)C)C(=C2)OC(F)F